methyl (2S)-5-[2-[2-(difluoromethoxy)-5-fluorophenyl]-2-hydroxyacetamido]-6-[[(1R,3R)-3-(methoxycarbonyl)cyclohexyl]amino]-2-methyl-1,2,3,4-tetrahydroquinoline-1-carboxylate FC(OC1=C(C=C(C=C1)F)C(C(=O)NC1=C2CC[C@@H](N(C2=CC=C1N[C@H]1C[C@@H](CCC1)C(=O)OC)C(=O)OC)C)O)F